BrC1=CC(=C(C(=N1)C)N1CC(CCC1)CC(=O)OCC)F ethyl 2-(1-(6-bromo-4-fluoro-2-methylpyridin-3-yl)piperidin-3-yl)acetate